(4-(4-Methoxyphenyl)piperazin-1-yl)(5-oxido-4H-thieno[3,2-c]thiochromen-2-yl)methanone COC1=CC=C(C=C1)N1CCN(CC1)C(=O)C1=CC=2CS(C=3C=CC=CC3C2S1)=O